BrC1=NN(C2=NC=NC(C21)=O)C 3-bromo-1-methyl-1H-pyrazolo[3,4-d]pyrimidin-4(3aH)-one